ClC=1C(N(C(N(C1)COCC[Si](C)(C)C)=O)CC1=NC(=NO1)C[C@H](O)C1=CC=C(C=C1)Cl)=O 5-chloro-3-({3-[(2S)-2-(4-chlorophenyl)-2-hydroxyethyl]-1,2,4-oxadiazol-5-yl}methyl)-1-{[2-(trimethylsilyl)ethoxy]methyl}pyrimidine-2,4-dione